N1(CCNCC1)C(=O)C=1SC=CC1 piperazine-1-yl-(thiophene-2-yl)methanone